ClC1=C(C(=CC=C1)Cl)N1N=C(C(=N1)C(=O)N)NC1=CC=C(C=C1)C=1N(C=C(N1)C(F)(F)F)C 2-(2,6-dichlorophenyl)-5-((4-(1-methyl-4-(trifluoromethyl)-1H-imidazol-2-yl)phenyl)amino)-2H-1,2,3-triazole-4-carboxamide